NC(C(=O)O)CCCCNC(CCCCCCCCC)=O 2-amino-6-decanamidohexanoic acid